7-bromo-4-hydroxy-3-((R)-1-phenylethyl)-4-(trifluoromethyl)-3,4-dihydroquinazolin-2(1H)-one BrC1=CC=C2C(N(C(NC2=C1)=O)[C@H](C)C1=CC=CC=C1)(C(F)(F)F)O